Cl.COC=1C=NN2C1C(=C(C=C2)N)OC 3,4-Dimethoxypyrazolo[1,5-a]pyridin-5-amine hydrochloride